5-(2,4-difluorophenyl)-N-(1-(4-hydroxy-4-methylcyclohexyl)-3-(2-oxo-2-((2-(3-(trifluoromethoxy)phenyl)propan-2-yl)amino)ethyl)azetidin-3-yl)isoxazole-3-carboxamide FC1=C(C=CC(=C1)F)C1=CC(=NO1)C(=O)NC1(CN(C1)C1CCC(CC1)(C)O)CC(NC(C)(C)C1=CC(=CC=C1)OC(F)(F)F)=O